P(=O)(O)(O)O.CN1N=C(N=N1)C1=NC=C(C=C1)C1=C(C=C(C=C1)N1C(O[C@H](C1)CO)=O)F (R)-3-(4-(2-(2-methyltetrazol-5-yl)pyridin-5-yl)-3-fluorophenyl)-5-methyloloxazolidine-2-one dihydrogen phosphate